(2-(4-(1-Cyclopropylmethyl-3-(6-methylpyridin-2-yl)-1H-pyrazol-4-yl)pyridin-2-yl)-4,6-dihydropyrrolo[3,4-d]imidazol-5(1H)-yl)(4-methylpiperazin-1-yl)ketone C1(CC1)CN1N=C(C(=C1)C1=CC(=NC=C1)C1=NC2=C(N1)CN(C2)C2N(CCN(C2)C)C(=O)N2C(CN(CC2)C)N2CC=1NC(=NC1C2)C2=NC=CC(=C2)C=2C(=NN(C2)CC2CC2)C2=NC(=CC=C2)C)C2=NC(=CC=C2)C